N-(3-chloro-5-(ethylsulfanyl)phenyl)-4-(5-methoxypyrimidin-2-yl)-5-methylthiophene-2-carboxamide ClC=1C=C(C=C(C1)SCC)NC(=O)C=1SC(=C(C1)C1=NC=C(C=N1)OC)C